Ammonium bitartrat [O-]C(=O)C(O)C(O)C(=O)O.[NH4+]